1H-pyrrolo[2,3-b]pyridine-2-carboxylic acid methyl ester COC(=O)C1=CC=2C(=NC=CC2)N1